N-(2-((6-(2,6-dichloro-3,5-dimethoxyphenyl)-8-(((tetrahydrofuran-2-yl)methyl)amino)pyrido[3,4-d]pyrimidin-2-yl)amino)-3-methyl-phenyl)acrylamide ClC1=C(C(=C(C=C1OC)OC)Cl)C1=CC2=C(N=C(N=C2)NC2=C(C=CC=C2C)NC(C=C)=O)C(=N1)NCC1OCCC1